C1=C(C=CC2=CC=CC=C12)C=1C2=CC=CC=C2C(=C2C=CC(=CC12)C1=NC=CC2=C1SC1=C2C=CC=C1)C1=CC2=CC=CC=C2C=C1 1-(9,10-di(naphthalen-2-yl)anthracen-2-yl)benzo[4,5]Thieno[2,3-c]Pyridine